5,5-Difluoropiperidin FC1(CCCNC1)F